6-(3-amino-6-(1-methyl-1H-pyrazol-4-yl)pyrazin-2-yl)-2-(3-ethoxy-5-(trifluoromethoxy)phenyl)pyridazin-3(2H)-one 2,2,2-trifluoroacetate salt FC(C(=O)O)(F)F.NC=1C(=NC(=CN1)C=1C=NN(C1)C)C=1C=CC(N(N1)C1=CC(=CC(=C1)OC(F)(F)F)OCC)=O